3-amino-7-nitro-1,5-naphthalenedisulfonic acid NC=1C=C(C=2C=C(C=C(C2C1)S(=O)(=O)O)[N+](=O)[O-])S(=O)(=O)O